C1(=CC=CC=C1)C(C1=CC=CC=C1)=NCCC=1C=C(C=CC1)O 3-{2-[(diphenylmethylene)amino]ethyl}phenol